BrC1=CN=CC2C1OCC(N2)=O 8-bromo-2H,4H,4aH,8aH-pyrido[4,3-b][1,4]oxazin-3-one